C(C)(C)(C)OC(=O)N1CC(C1)CS(=O)C1=C(C=C(C=C1)C(F)(F)F)Cl.NC1=NC=2C=CC=CC2C2=C1N=CN2C(CCCNC(CCCCCCCCCCCCCCCCC)=O)COCC N-[4-(4-aminoimidazo[4,5-c]quinolin-1-yl)-5-ethoxy-pentyl]octadecanoamide tert-Butyl-3-(((2-chloro-4-(trifluoromethyl)phenyl)sulfinyl)methyl)azetidine-1-carboxylate